Trans-tert-butyl N-[4-[[2-chloro-5-[methoxy(methyl) carbamoyl]-4-pyridyl]amino] cyclohexyl]carbamate ClC1=NC=C(C(=C1)N[C@@H]1CC[C@H](CC1)NC(OC(C)(C)C)=O)C(N(C)OC)=O